(1-(Cyclopropylmethyl)-7-(2-ethyl-6-methylpyridin-3-yl)-3-fluoro-2-(1,2,5,6-tetrahydropyridin-3-yl)-1H-indol-5-yl)(4-(5-fluoro-3-methoxypyridin-2-yl)piperazin-1-yl)methanone C1(CC1)CN1C(=C(C2=CC(=CC(=C12)C=1C(=NC(=CC1)C)CC)C(=O)N1CCN(CC1)C1=NC=C(C=C1OC)F)F)C=1CNCCC1